2,3-dimethyl-1H-benzo[b]cyclopenta[d]thiophene CC1=C(C2=C(C3=C(S2)C=CC=C3)C1)C